O1C(OCC1)C1=CC=C(S1)C#N 5-(1,3-Dioxolan-2-yl)thiophene-2-carbonitrile